COCCN(C=1C=CC(=NC1)NC=1N=CC2=C(N1)N(C(C(=C2C)Br)=O)C2CCCC2)CCOC 2-{5-[Bis-(2-methoxy-ethyl)-amino]-pyridin-2-ylamino}-6-bromo-8-cyclopentyl-5-methyl-8H-pyrido[2,3-d]pyrimidin-7-one